2-N-octyl-4-isothiazoline C(CCCCCCC)N1SC=CC1